(R)-2-hydroxy-4-methyl-N-((S)-4-methyl-1-oxo-1-(((S)-3-oxo-1-((S)-2-oxopyrrolidin-3-yl)-4-(trifluoromethoxy)butan-2-yl)amino)pentan-2-yl)pentanamide O[C@@H](C(=O)N[C@H](C(N[C@@H](C[C@H]1C(NCC1)=O)C(COC(F)(F)F)=O)=O)CC(C)C)CC(C)C